[Si](C)(C)(C(C)(C)C)OCC1=NOC(=C1)N 3-(((tert-butyldimethylsilyl)oxy)methyl)isoxazol-5-amine